SC1=CC=CC=C1 sulfanyl-benzene